1-[3-cyclopropyl-5-[(2-fluoro-2-methyl-propyl)sulfamoyl]-8,9-dihydro-7H-cyclopenta[h]isoquinolin-7-yl]-3-(2,5-dimethylpyrazol-3-yl)thiourea C1(CC1)C=1N=CC2=C3C(=CC(=C2C1)S(NCC(C)(C)F)(=O)=O)C(CC3)NC(=S)NC=3N(N=C(C3)C)C